(S)-((((2r,3r,4r,5r)-5-(2-amino-6-(methylamino)-9H-purin-9-yl)-4-fluoro-3-hydroxy-4-methyltetrahydrofuran-2-yl) methoxy) (phenoxy) phosphoryl)-L-alaninate NC1=NC(=C2N=CN(C2=N1)[C@H]1[C@]([C@@H]([C@H](O1)COP(=O)(OC1=CC=CC=C1)N[C@@H](C)C(=O)[O-])O)(C)F)NC